C1(CC1)C(=O)NC1=NC=C(C(=O)OC)C(=C1)NC1=CSC=2C=NN(C(C21)=O)CC Methyl 6-(cyclopropanecarboxamido)-4-((5-ethyl-4-oxo-4,5-dihydrothieno[2,3-d]pyridazin-3-yl)amino)nicotinate